C1(CC1)CS(=O)(=O)C1=CC=C(C=C1)CCC(=O)[O-] 3-(4-((cyclopropylmethyl)sulfonyl)phenyl)propanoate